2-(7-((2R,5R)-2-(hydroxymethyl)-5-methyl-4-(1-(quinoxalin-6-yl)ethyl)piperazin-1-yl)-4-methyl-5-oxo-4,5-dihydro-2H-pyrazolo[4,3-b]pyridin-2-yl)acetonitrile OC[C@@H]1N(C[C@H](N(C1)C(C)C=1C=C2N=CC=NC2=CC1)C)C=1C=2C(N(C(C1)=O)C)=CN(N2)CC#N